2-cyano-6-cyclopropylpyridine-3-carboxylic acid C(#N)C1=NC(=CC=C1C(=O)O)C1CC1